benzyl (5r,7s)-7-amino-5-((6-(dimethylcarbamoyl) benzo[d]thiazol-2-yl) amino)-2-azaspiro[3.4]octane-2-carboxylate N[C@@H]1C[C@H](C2(CN(C2)C(=O)OCC2=CC=CC=C2)C1)NC=1SC2=C(N1)C=CC(=C2)C(N(C)C)=O